OC(=O)C(F)(F)F.NC(C(=O)OC(C)OC(N(CCNC(=O)C1=C(NC(=C1C)\C=C\1/C(NC2=CC=C(C=C12)F)=O)C)CC)=O)C (Z)-1-(ethyl(2-(5-((5-fluoro-2-oxoindolin-3-ylidene)methyl)-2,4-dimethyl-1H-pyrrole-3-carboxamido)ethyl)carbamoyloxy)ethyl 2-aminopropanoate TFA Salt